N-benzyl-N-(1-butylpiperidin-4-yl)-5-(4-chlorophenyl)-1H-pyrazole-3-carboxamide C(C1=CC=CC=C1)N(C(=O)C1=NNC(=C1)C1=CC=C(C=C1)Cl)C1CCN(CC1)CCCC